[Cl-].C(C(=C)C)(=O)OCC[N+](C)(C)C β-methacrylyloxyethyltrimethylammonium chloride